(S)-2-((tert-butoxycarbonyl)amino)-3-(3-iodo-4-(methoxymethoxy)phenyl)propionic acid C(C)(C)(C)OC(=O)N[C@H](C(=O)O)CC1=CC(=C(C=C1)OCOC)I